FC1=C(C=C2C=C(C(=NC2=C1)NCC1=CC=C(C=C1)OC)CO)C(=O)O 7-fluoro-3-(hydroxymethyl)-2-((4-methoxybenzyl)amino)quinoline-6-carboxylic acid